C12CCC(CC1)N2C2=NC(=CC1=C2N=C(N=C1)NC1=NC=2CCN(CC2C=C1)C(CN1CCC(CC1)F)=O)C1COC1 1-[2-[[8-(7-azabicyclo[2.2.1]heptan-7-yl)-6-(oxetan-3-yl)pyrido[3,4-d]pyrimidin-2-yl]amino]-7,8-dihydro-5H-1,6-naphthyridin-6-yl]-2-(4-fluoropiperidin-1-yl)ethanone